2-methyl-2-(piperazin-1-yl)propan-1-ol hydrochloride Cl.CC(CO)(C)N1CCNCC1